3-carboxy-Beta-carboline C(=O)(O)C=1N=CC=2NC3=CC=CC=C3C2C1